N-(9-octadecenoyl)glutamate C(CCCCCCCC=CCCCCCCCC)(=O)N[C@@H](CCC(=O)[O-])C(=O)[O-]